Cl.C1(CC1)C1(CCCCC1)N 1-cyclopropylcyclohexanamine HCl